CC1(OCC2(CO1)OC1=CC(=CC=C1C(=C2)N2CCCC2)C(F)(F)F)C 1-(2',2'-dimethyl-7-(trifluoromethyl)spiro[chromene-2,5'-[1,3]dioxan]-4-yl)pyrrolidine